di(6-chloroquinoxalin-2-yl) thioether ClC=1C=C2N=CC(=NC2=CC1)SC1=NC2=CC=C(C=C2N=C1)Cl